3-((3-oxo-3-(2,2,2-trichloroethoxy)propoxy)carbonyl)but-3-enoic acid O=C(CCOC(=O)C(CC(=O)O)=C)OCC(Cl)(Cl)Cl